CC1(COC=2C1=NC(=CC2)C(C)N2C[C@@H](N(C[C@H]2CC)C=2C=1C(N(C(C2)=O)C)=CN(N1)CC#N)CC)C (7-((2S,5R)-4-(1-(3,3-dimethyl-2,3-dihydrofuro[3,2-b]pyridin-5-yl)ethyl)-2,5-diethylpiperazin-1-yl)-4-methyl-5-oxo-4,5-dihydro-2H-pyrazolo[4,3-b]pyridin-2-yl)acetonitrile